Cl.Cl.CC1(CC[C@@H](CN1)N)C (S)-6,6-dimethylpiperidin-3-amine dihydrochloride